O=C1NC(CCC1N1C(C2=CC=CC(=C2C1=O)C1CCC(CC1)C(=O)O)=O)=O 4-[2-(2,6-dioxopiperidin-3-yl)-1,3-dioxo-2,3-dihydro-1H-isoindol-4-yl]cyclohexane-1-carboxylic acid